FC(OC=1C=C(C=CC1)N1C(N(C2=C1C=CC(=C2)C(=O)NC2(CS(C2)(=O)=O)C)C2CCOCC2)=O)F 1-(3-(difluoromethoxy)phenyl)-N-(3-methyl-1,1-dioxothietan-3-yl)-2-oxo-3-(tetrahydro-2H-pyran-4-yl)-2,3-dihydro-1H-benzo[d]imidazole-5-carboxamide